4-{[9-chloro-7-(5-fluoroindol-1-yl)-3,5-dihydro-2H-1,4-benzoxazepin-4-yl]methyl}piperidin-2-one ClC1=CC(=CC=2CN(CCOC21)CC2CC(NCC2)=O)N2C=CC1=CC(=CC=C21)F